ClC=1C(=C2C=NNC2=C(C1F)C(F)F)C=1C=CC=2N(C1)C=C(N2)NC(=O)[C@H]2[C@H](C2)F (1S,2S)-N-(6-(5-chloro-7-(difluoromethyl)-6-fluoro-1H-indazol-4-yl)imidazo[1,2-a]pyridin-2-yl)-2-fluorocyclopropane-1-carboxamide